C(C)(C)(C)C1=NN(C=C1C1=CC=C(C=C1)N=C(SC)NCC1=CC=CC=C1)C(=O)O.C(C1=CC=CC=C1)NC(SC)=NC1=C(C=CC=C1)C=1C=NN(C1)C(=O)O 4-((((benzylamino) (methylthio) methylene) amino) phenyl)-1H-pyrazole-1-carboxylate (tert-butyl-4-(4-(((benzylamino)(methylthio)methylene)amino)phenyl)-1H-pyrazole-1-carboxylate)